(S)-3-(4-((1-(5-(3,5-difluorophenyl)-4,5-dihydro-1H-pyrazole-1-carbonyl)azetidin-3-yl)oxy)-5-fluoropyridin-2-yl)-1,4-dimethyl-1H-pyrazole-5-carboxamide FC=1C=C(C=C(C1)F)[C@@H]1CC=NN1C(=O)N1CC(C1)OC1=CC(=NC=C1F)C1=NN(C(=C1C)C(=O)N)C